N-[4-(1,1-dioxo-1,4-thiazinane-4-carbonyl)-3-(8-oxa-3-azabicyclo[3.2.1]octan-3-yl)phenyl]cyclopropanecarboxamide O=S1(CCN(CC1)C(=O)C1=C(C=C(C=C1)NC(=O)C1CC1)N1CC2CCC(C1)O2)=O